Cl.NC1=CC(=NC=C1C1=NC=NC(=C1)C)NC(C)=O N-(4-amino-5-(6-methylpyrimidin-4-yl)pyridin-2-yl)acetamide hydrochloride